C(C)OC(OCC)[SiH2]CCCN1COC2=C(C1)C=CC=C2 3-[3-(diethoxymethylsilyl)propyl]-3,4-dihydro-2H-1,3-benzoxazine